trans-6-(6-chloro-4-(3-(cyanomethyl)-4-(4-methoxybenzyl)morpholin-2-yl)pyridin-2-yl)-N-methylpyrimidine-4-carboxamide ClC1=CC(=CC(=N1)C1=CC(=NC=N1)C(=O)NC)[C@H]1[C@@H](N(CCO1)CC1=CC=C(C=C1)OC)CC#N